3-(1-ethyl-5-{[(1-methylpiperidin-4-yl)amino]methyl}-1H-indol-2-yl)prop-2-yn-1-ol C(C)N1C(=CC2=CC(=CC=C12)CNC1CCN(CC1)C)C#CCO